(S)-4-acetyl-N'-(((R)-3-methyl-1,2,3,5,6,7-hexahydrodicyclopenta[b,e]pyridin-8-yl)carbamoyl)thiophene-2-sulfonimidamide C(C)(=O)C=1C=C(SC1)[S@](=O)(N)=NC(NC1=C2C(=NC3=C1CCC3)[C@@H](CC2)C)=O